ClC=1C=C(C=C(C1)S(=O)(=O)C)NC(=O)C=1C=NN(C1)C1=NC=CC=C1P(=O)(C)C N-(3-chloro-5-(methylsulfonyl)phenyl)-1-(3-(dimethylphosphoryl)pyridin-2-yl)-1H-pyrazole-4-carboxamide